FC1=CC=C(C=C1)[C@@H]1N(CCC2=CC=CC=C12)C1=NC2(CO1)CCNCC2 (S)-2-(1-(4-fluorophenyl)-3,4-dihydroisoquinolin-2(1H)-yl)-3-oxa-1,8-diazaspiro[4.5]dec-1-ene